O=C1NC(CCC1N1C(C2=CC=C(C=C2C1=O)NCCCCCCCCC(=O)OC)=O)=O methyl 9-[[2-(2,6-dioxopiperidin-3-yl)-1,3-dioxoisoindol-5-yl]amino]nonanoate